benzyl 4-[4-(5-bromo-3-[3-[(tert-butyldiphenylsilyl)oxy]-2,2-dimethylpropyl]-1H-indol-2-yl) pyridin-2-yl]piperazine-1-carboxylate BrC=1C=C2C(=C(NC2=CC1)C1=CC(=NC=C1)N1CCN(CC1)C(=O)OCC1=CC=CC=C1)CC(CO[Si](C1=CC=CC=C1)(C1=CC=CC=C1)C(C)(C)C)(C)C